N-(tert-butyl)-5-methoxy-4-(1H-pyrazol-3-yl)-2'-((trimethylsilyl)ethynyl)-[1,1'-biphenyl]-2-carboxamide C(C)(C)(C)NC(=O)C=1C(=CC(=C(C1)C1=NNC=C1)OC)C1=C(C=CC=C1)C#C[Si](C)(C)C